ClC1=CC=C(C=C1)\C=C/C(=O)C1=C(C=CC=C1)O (Z)-3-(4-Chlorophenyl)-1-(2-hydroxyphenyl)prop-2-en-1-one